octadeca-9,12-dienoic acid 16-(((4,4-bis(((Z)-oct-5-en-1-yl) oxy) butanoyl) oxy) methyl)-3-ethyl-10-hexyl-8,13-dioxo-7,9,14-trioxa-3-azaheptadec-17-yl ester C(CCC\C=C/CC)OC(CCC(=O)OCC(COC(CCC(OC(OCCCN(CC)CC)=O)CCCCCC)=O)COC(CCCCCCCC=CCC=CCCCCC)=O)OCCCC\C=C/CC